FC=1C(=C(C(=O)N)C=CC1F)NC1=C(C=C(C=C1)I)F 3,4-difluoro-2-(2-fluoro-4-iodoanilineYl)benzamide